FC(S(=O)(=O)C=1C=C(C=CC1)CC1CC2(CN(C2)C(=O)[O-])CC1)(F)F 6-[[3-(trifluoromethylsulfonyl)phenyl]methyl]-2-azaspiro[3.4]octane-2-carboxylate